CC(C([2H])([2H])C1=CC(=NC(=C1)[2H])C1=CC=CC=2C3=C(OC21)C=C2C1=CC=CC=C1C=CC2=C3)(C)C 4-(2,2-dimethylpropyl-1,1-d2)-2-(phenanthro[3,2-B]benzofuran-11-yl)pyridin-6-d